benzoimidazole-5-carboxylic acid [3-(2-hydroxy-ethoxy)-propyl]-amide OCCOCCCNC(=O)C1=CC2=C(N=CN2)C=C1